(6-amino-2,3-dihydrobenzo[b][1,4]dioxin-5-yl)dimethylphosphine oxide NC1=C(C2=C(OCCO2)C=C1)P(C)(C)=O